1-[4-(difluoromethoxy)phenyl]pyrrole-2,5-dione FC(OC1=CC=C(C=C1)N1C(C=CC1=O)=O)F